FC1=CC(=C(C=C1)C=1C(=NC(=NC1)C=1C=CC(N(C1)C)=O)O)OC(C)C 5-[5-(4-fluoro-2-isopropoxy-phenyl)-4-hydroxy-pyrimidin-2-yl]-1-methyl-pyridin-2-one